C(C)(C)(C)OC(N[C@@H]1C2=CC(=CC(=C2CC12CCN(CC2)C=2C=1N(C(=C(N2)C)Br)N=CC1)F)F)=O N-[(1S)-1'-(7-bromo-6-methyl-pyrazolo[1,5-a]pyrazin-4-yl)-4,6-difluoro-spiro[indan-2,4'-piperidin]-1-yl]carbamic acid tert-butyl ester